COC(=O)C1=NN(C=N1)CCCC(=O)OC(C)(C)C.NC=1C=2N(C=CN1)C(=NC2CC2=CC=C(C=C2)NC2=CC=CC=C2)[C@H]2N(CCC2)C(C#CC)=O (S)-1-(2-(8-amino-1-(4-anilinobenzyl)imidazo[1,5-a]pyrazin-3-yl)pyrrolidin-1-yl)but-2-yn-1-one methyl-1-(4-(tert-butoxy)-4-oxobutyl)-1H-1,2,4-triazole-3-carboxylate